N1,N1,N3-trimethylpyrrolidine-1,3-dicarboxamide CN(C(=O)N1CC(CC1)C(=O)NC)C